7-Hydroxy-8-(methoxymethyl)-3-(2-methoxyphenyl)-4H-chromen-4-one OC1=CC=C2C(C(=COC2=C1COC)C1=C(C=CC=C1)OC)=O